N1(CCC1)[C@]1(CN(CC1)C1=C(C(=C(C(=C1)F)S(=O)(=O)NC1=NC(=CC=C1)F)F)Cl)C (R)-4-(3-(azetidin-1-yl)-3-methylpyrrolidin-1-yl)-3-chloro-2,6-difluoro-N-(6-fluoropyridin-2-yl)benzenesulfonamide